3-(3,5-dimethyl-1-(3-methyl-[1,2,4]triazolo[4,3-b]pyridazin-6-yl)-1H-pyrazol-4-yl)-N-(1-phenylpiperidin-4-yl)propanamide CC1=NN(C(=C1CCC(=O)NC1CCN(CC1)C1=CC=CC=C1)C)C=1C=CC=2N(N1)C(=NN2)C